Hydroxy-3-methoxycinnamic acid OC(C(=O)O)=CC1=CC(=CC=C1)OC